3-(2-hydroxypropyl)-5-(4-(5-(trifluoromethyl)pyrimidin-2-yl)piperazine-1-carbonyl)oxazolidin-2-one OC(CN1C(OC(C1)C(=O)N1CCN(CC1)C1=NC=C(C=N1)C(F)(F)F)=O)C